{5'-fluoro-1',6-dimethyl-[4,6'-biindazol]-1-yl}acetic acid FC=1C=C2C=NN(C2=CC1C=1C=2C=NN(C2C=C(C1)C)CC(=O)O)C